CC1=NC2=C(N1)C=CC(=C2)C2=NC(=NO2)C2=CC1=C(N(N=N1)C(C)C)C=C2 5-[5-(2-methyl-1H-1,3-benzodiazol-5-yl)-1,2,4-oxadiazol-3-yl]-1-(propan-2-yl)-1H-1,2,3-benzotriazole